6-((methyl-d3)amino)-9H-purin C([2H])([2H])([2H])NC1=C2N=CNC2=NC=N1